FC(C1=NC2=CC=C(C=C2N=C1)NC(OC(C)(C)C)=O)(F)F tert-butyl [2-(trifluoromethyl)quinoxalin-6-yl]carbamate